[Cl-].C(CCCCCCCCCCCCCCCCC)C[N+](C)(C)CC stearyl-ethyl-trimethyl-ammonium chloride